N1CC(C1)OC=1C=C(C=CC1)C(C(=O)OC)(C)C methyl 2-[3-(azetidin-3-yloxy)phenyl]-2-methyl-propanoate